6-[(2R)-4-[4-chloro-2-(trifluoromethyl)benzoyl]-2-ethylpiperazin-1-yl]-3-(2-ethoxypyridin-3-yl)-2-fluorobenzoic acid ClC1=CC(=C(C(=O)N2C[C@H](N(CC2)C2=CC=C(C(=C2C(=O)O)F)C=2C(=NC=CC2)OCC)CC)C=C1)C(F)(F)F